C(C)S(=O)(=O)C1=CC=C(C=C1)CC(=O)NC1=CC(=C(C=C1)C1=C(C=CC=C1)NC(C(=C)F)=O)C N-(4'-(2-(4-(ethylsulfonyl)phenyl)acetamido)-2'-methyl-[1,1'-biphenyl]-2-yl)-2-fluoroacrylamide